BrC1=C(C(=C(CC(C(F)(F)F)(C(F)(F)F)O)C=C1)Cl)Cl 2-(4-bromo-2,3-dichlorobenzyl)-1,1,1,3,3,3-hexafluoropropan-2-ol